C1(CC1)C=1N=CC2=C3C(=CC(=C2C1)S(NCC(C)(C)F)(=O)=O)C(CC3)N3C[C@@H](CCC3)NC(OC(C)(C)C)=O tert-butyl N-[(3R)-1-[3-cyclopropyl-5-[(2-fluoro-2-methyl-propyl)sulfamoyl]-8,9-dihydro-7H-cyclopenta[h]isoquinolin-7-yl]-3-piperidyl]carbamate